NC1=NN(C2=NC(=CC(=C21)C2=CC=C(C=C2)[N+](=O)[O-])N2CCN(CC2)C(C(C)C)=O)C 1-(4-(3-amino-1-methyl-4-(4-nitrophenyl)-1H-pyrazolo[3,4-b]pyridin-6-yl)piperazin-1-yl)-2-methylpropan-1-one